C(C)(C)(C)OC(NCCC=1SC2=C(C=NC=3C=C(C=CC23)Br)N1)=O (2-[7-bromo-[1,3]thiazolo[4,5-c]quinolin-2-yl]ethyl)carbamic acid tert-butyl ester